N-(2-methyl-6-(6-methyl-7-oxo-6,7-dihydro-1H-pyrrolo[2,3-c]pyridin-4-yl)-1-(2,4-difluorobenzyl)-1H-benzo[d]imidazol-4-yl)ethanesulfonamide CC1=NC2=C(N1CC1=C(C=C(C=C1)F)F)C=C(C=C2NS(=O)(=O)CC)C=2C1=C(C(N(C2)C)=O)NC=C1